4-(4-((3-(4-(difluoromethoxy)phenyl)imidazo[1,2-a]pyrazin-8-yl)amino)-2-methylbenzoyl)piperazine-1-carboxamide FC(OC1=CC=C(C=C1)C1=CN=C2N1C=CN=C2NC2=CC(=C(C(=O)N1CCN(CC1)C(=O)N)C=C2)C)F